CC1=NN(C2=CC=C(C=C12)NC(C=C)=O)C1=NC(=NC=C1)NC=1N(N=CC1)C N-[3-methyl-1-[2-[(2-methylpyrazol-3-yl)amino]pyrimidin-4-yl]indazol-5-yl]prop-2-enamide